2-((3S,4S)-3-((tert-Butyldimethylsilyl)oxy)-4-((6-oxo-5-(trifluoromethyl)-1,6-dihydropyridazin-4-yl)amino)pentyl)-7-fluoro-6-(5-(trifluoromethyl)pyrimidin-2-yl)isoquinolin-1(2H)-one [Si](C)(C)(C(C)(C)C)O[C@@H](CCN1C(C2=CC(=C(C=C2C=C1)C1=NC=C(C=N1)C(F)(F)F)F)=O)[C@H](C)NC=1C=NNC(C1C(F)(F)F)=O